C(N)(O[C@H]1CN(CC1)C1=C(C=CC=2N(C(=NC21)C2(CC2)C(F)(F)F)C)N)=O (R)-(1-(5-amino-1-methyl-2-(1-(trifluoromethyl) cyclopropyl)-1H-benzo[d]imidazol-4-yl) pyrrolidin-3-yl) carbamate